FC1=C(C(=O)N)C=C(C(=C1)NCC#CC=1N(C2=CC=CC(=C2C1)NC1CCN(CC1)CC(COC)O)CC(F)(F)F)OC 2-fluoro-4-{[3-(4-{[1-(2-hydroxy-3-methoxypropyl)piperidin-4-yl]amino}-1-(2,2,2-trifluoroethyl)-1H-indol-2-yl)prop-2-yn-1-yl]amino}-5-methoxybenzamide